z-1-(4-bromophenyl)-3-fluoro-cyclobutanecarbonitrile BrC1=CC=C(C=C1)C1(CC(C1)F)C#N